C1(CC1)N1C=C(C(C2=CC(=C(C=C12)C1=CC=C(C=C1)S(NCCCCCCO)(=O)=O)F)=O)C(=O)O cyclopropyl-6-fluoro-7-(4-(N-(6-hydroxyhexyl)sulfamoyl)phenyl)-4-oxo-1,4-dihydroquinoline-3-carboxylic acid